[Pt+2].CC1=NC=CC=C1 [2-methylpyridine] platinum(II)